(R)-N-(5-chloro-2-sulfamoylphenyl)-9-methyl-6-oxo-6,7,8,9-tetrahydropyrido[3',2':4,5]pyrrolo[1,2-a]pyrazine-2-carboxamide ClC=1C=CC(=C(C1)NC(=O)C=1C=CC=2C=C3N([C@@H](CNC3=O)C)C2N1)S(N)(=O)=O